O(CCCCO)O oxybutylene alcohol